3-((5-fluoro-4-(3-(6-oxo-1,6-dihydropyridin-2-yl)phenyl)pyrimidin-2-yl)amino)cyclohexane-1-carboxamide FC=1C(=NC(=NC1)NC1CC(CCC1)C(=O)N)C1=CC(=CC=C1)C=1NC(C=CC1)=O